4-(4-(1-tosylazetidine-3-carbonyl)-3,4-dihydro-2H-pyrido[4,3-b][1,4]oxazin-8-yl)benzonitrile S(=O)(=O)(C1=CC=C(C)C=C1)N1CC(C1)C(=O)N1C2=C(OCC1)C(=CN=C2)C2=CC=C(C#N)C=C2